NC(C(=O)O)CCCCN 2,6-diaminocaproic acid